N-[7-(2-amino-3-cyano-7-fluoro-benzothiophen-4-yl)-4-(3,8-diazabicyclo[3.2.1]octan-3-yl)-8-fluoro-6-(trifluoromethyl)quinazolin-2-yl]-N-methyl-acetamide NC=1SC2=C(C1C#N)C(=CC=C2F)C2=C(C=C1C(=NC(=NC1=C2F)N(C(C)=O)C)N2CC1CCC(C2)N1)C(F)(F)F